4-{[(4-methoxyphenyl)methyl]amino}-2-oxobicyclo[2.2.2]octane-1-carboxylic acid ethyl ester C(C)OC(=O)C12C(CC(CC1)(CC2)NCC2=CC=C(C=C2)OC)=O